ClC=1C=C2C(=NC(=NC2=C(C1C=1C(=CC=C2C=NN(C12)C1CC1)C)F)N1CC(C1)N(C)C)N1C[C@H](N(C[C@@H]1C)C(C=C)=O)C 1-((2R,5S)-4-((S)-6-chloro-7-(1-cyclopropyl-6-methyl-1H-indazol-7-yl)-2-(3-(dimethylamino)azetidin-1-yl)-8-fluoroquinazolin-4-yl)-2,5-dimethylpiperazin-1-yl)prop-2-en-1-one